(3S)-N-[3-(2'-amino-6-[[(2R)-1-hydroxypropan-2-yl]amino]-[2,4'-bipyridine]-4-yl)-4-methylphenyl]-3-(2,2,2-trifluoroethyl)pyrrolidine-1-carboxamide NC1=NC=CC(=C1)C1=NC(=CC(=C1)C=1C=C(C=CC1C)NC(=O)N1C[C@@H](CC1)CC(F)(F)F)N[C@@H](CO)C